C(C)C=1C(NC=2C=C3C(=NC2C1)OCC[C@@H]1N(C3)CCN(C1)C=1C=CC(=NC1)C(=O)NC)=O (S)-5-(10-ethyl-11-oxo-1,2,4,4a,5,6,11,14-octahydro-3H,12H-pyrazino[1',2':5,6][1,5]oxazocino[2,3-b][1,5]naphthyridin-3-yl)-N-methylpicolinamide